C1(=CC=CC=C1)C1=NC(=CN1C)C1=CC(=C(C=C1)OC)OC (S)-2-phenyl-3-methyl-5-(3,4-dimethoxyphenyl)imidazole